BrC(C(=O)NC1=CC(=C(C=C1)OC)OC)=C 2-bromo-N-(3,4-dimethoxyphenyl)acrylamide